C(C)OC1=CC=C(C=N1)C1=CN=CC(=N1)C(=O)N(C)OCC=1C(=NC=C(C1)OC)F 6-(6-ethoxypyridin-3-yl)-N-((2-fluoro-5-methoxypyridin-3-yl)methoxy)-N-methylpyrazine-2-carboxamide